3-Amino-N-(3-(4-amino-4-methylpiperidin-1-yl)pyridin-2-yl)-6-(4-methoxy-3-(trifluoromethyl)pyridin-2-yl)pyrazin-2-carboxamid NC=1C(=NC(=CN1)C1=NC=CC(=C1C(F)(F)F)OC)C(=O)NC1=NC=CC=C1N1CCC(CC1)(C)N